3-mercaptoazetidinecarboxylic acid tert-butyl ester C(C)(C)(C)OC(=O)N1CC(C1)S